FC1=C(C(=O)N[C@@H](C(=O)N2CCC3(C(CN(C3)C)C3=CC=C(C=C3)F)CC2)C)C=C(C=C1)C(F)(F)F 2-fluoro-N-((2R)-1-(4-(4-fluorophenyl)-2-methyl-2,8-diazaspiro[4.5]decan-8-yl)-1-oxopropan-2-yl)-5-(trifluoromethyl)benzamide